ClC1=NC=C(C(=C1)C1=C(C=NC(=C1)C)C(=O)NC=1SC(=NN1)OC[C@@H]1[C@H](OCC1)C)OC 2'-chloro-5'-methoxy-6-methyl-N-(5-(((2r,3r)-2-methyltetrahydrofuran-3-yl)methoxy)-1,3,4-thiadiazol-2-yl)-(4,4'-bipyridine)-3-carboxamide